4-[3,5-bis-(2-hydroxyphenyl)-1H-[1,2,4]-triazol-1-yl]benzoic acid OC1=C(C=CC=C1)C1=NN(C(=N1)C1=C(C=CC=C1)O)C1=CC=C(C(=O)O)C=C1